7-{[2-(4-isopropylphenyl)imidazo[1,2-a]pyrimidin-3-yl]methyl}-3-oxa-7,9-diazabicyclo[3.3.1]nonane-9-carboxylic acid tert-butyl ester C(C)(C)(C)OC(=O)N1C2COCC1CN(C2)CC2=C(N=C1N2C=CC=N1)C1=CC=C(C=C1)C(C)C